2-methyl-N6-(2-(3,4,5-trimethoxyphenyl)thieno[2,3-d]pyrimidin-4-yl)quinoline-4,6-diamine CC1=NC2=CC=C(C=C2C(=C1)N)NC=1C2=C(N=C(N1)C1=CC(=C(C(=C1)OC)OC)OC)SC=C2